1-(tert-Butyl)-3-(2-(pyridin-4-yl)phenyl)-5-methyl-pyrazol-4-ol C(C)(C)(C)N1N=C(C(=C1C)O)C1=C(C=CC=C1)C1=CC=NC=C1